C1(C(C(CC1)O)O)O cyclopentane-1,2,3-triol